(6R,7R)-7-((Z)-2-(2-aminothiazol-4-yl)-2-(methoxyimino)acetamido)-3-methyl-8-oxo-5-thia-1-azabicyclo[4.2.0]oct-2-ene-2-carboxylic acid sodium [Na].NC=1SC=C(N1)/C(/C(=O)N[C@H]1[C@H]2SCC(=C(N2C1=O)C(=O)O)C)=N/OC